[Zn].[Sn].[Sn] tin-tin-zinc